NC1=CC=C(C(=N1)C1=C(C=C2C(=NC=NC2=C1)N1CCN(CC1)C(C=C)=O)N1CCC1)C(F)(F)F 1-[4-[7-[6-amino-3-(trifluoromethyl)-2-pyridyl]-6-(azetidin-1-yl)quinazolin-4-yl]piperazin-1-yl]prop-2-en-1-one